9-Methyl-1,2,4a,5-tetrahydro-4H-[1,4]oxazino[4',3':4,5][1,4]oxazino[3,2-g]quinazolin-11-ol CC1=NC=2C=C3C(=CC2C(=N1)O)N1C(CO3)COCC1